ClC1=CC(=NC=C1)[C@@H]1[C@H](C1)C(=O)NC1=NC=NC(=C1)N1[C@H](C[C@@H](C1)O)C=1N=C2N(C=C(C=C2)C2CC2)C1 (1S,2S)-2-(4-chloropyridin-2-yl)-N-(6-((2R,4S)-2-(6-cyclopropylimidazo[1,2-a]pyridin-2-yl)-4-hydroxypyrrolidin-1-yl)pyrimidin-4-yl)cyclopropane-1-carboxamide